(R)-4-(1-acetyl-4-acryloylpiperazin-2-yl)-6-chloro-N-((1-methoxycyclopropyl)methyl)-[2,4'-bipyridine]-2'-carboxamide C(C)(=O)N1[C@@H](CN(CC1)C(C=C)=O)C1=CC(=NC(=C1)Cl)C1=CC(=NC=C1)C(=O)NCC1(CC1)OC